O[C@@H]1CCCCCCCCCCC(OCC[C@@H]1O)=O |r| (13RS,14SR)-13,14-dihydroxyoxacyclohexadecan-2-one